2-bromo-5-chloro-pyridine BrC1=NC=C(C=C1)Cl